2,6-dimethyloxyphenylamino(oxo)acetic acid COC1=C(C(=CC=C1)OC)NC(C(=O)O)=O